4-(tert-butyl)thiazol-2-amine C(C)(C)(C)C=1N=C(SC1)N